(+)-2-(4-chlorobenzoyl)-3-fluoro-5-(1-hydroxy-1-(tetrahydro-2H-pyran-4-yl)ethyl)benzoic acid ClC1=CC=C(C(=O)C2=C(C(=O)O)C=C(C=C2F)C(C)(C2CCOCC2)O)C=C1